C(CCC)OC=CCCCCCCCCCC 1-butoxydodeca-1-ene